COC1=CC=C(C=C1)C1=NN2C(=NC=3C=C(C=CC3C2=N1)C)N[C@H]1C(NCCCC1)=O (3R)-3-{[2-(4-methoxyphenyl)-8-methyl-[1,2,4]triazolo[1,5-c]quinazolin-5-yl]amino}azepan-2-one